FC(C1=CC=C(N=N1)OC1=CC=C(C=C1)C1=NOC(=N1)CC(C(=O)O)=C)(F)F 2-((3-(4-((6-(trifluoromethyl)pyridazin-3-yl)oxy)phenyl)-1,2,4-oxadiazol-5-yl)methyl)acrylic acid